C(C)(=O)OCNC([C@H](CCCCNC(=O)OCC=C)NC(=O)OCC1C2=CC=CC=C2C=2C=CC=CC12)=O (S)-(2-((((9H-fluoren-9-yl)methoxy)carbonyl)amino)-6-(((allyloxy)carbonyl)amino)hexanamido)methyl acetate